C(C)(C)(C)C1=NN(C(=C1)N)C 3-tert-Butyl-1-methyl-1H-pyrazol-5-amine